(2S)-2-amino-N-(2-(4-bromophenyl)-2-(4-chlorophenyl)-2-hydroxyethyl)propanamide N[C@H](C(=O)NCC(O)(C1=CC=C(C=C1)Cl)C1=CC=C(C=C1)Br)C